BrC=1C(=NN(C1C)C)C(=O)N1C[C@@H](N(CC1)CC(=O)C1=CC=C(C=C1)F)C 2-[(S)-4-(4-Bromo-1,5-dimethyl-1H-pyrazole-3-carbonyl)-2-methyl-piperazin-1-yl]-1-(4-fluoro-phenyl)-ethanone